9-fluoro-fluorene FC1C2=CC=CC=C2C=2C=CC=CC12